C(=C\C1=CC=CC=C1)/[C@@H]1[C@@H](C1)C1=CC=C(C=C1)C1=CC=CC=C1 4-((1R,2R)-2-((E)-styryl)cyclopropyl)-1,1'-biphenyl